2-(4-(2-(7,8-dimethyl-[1,2,4]triazolo[1,5-a]pyridin-6-yl)-3-isopropyl-1H-pyrrolo[2,3-c]pyridin-5-yl)piperidin-1-yl)acetamide CC1=C(C=2N(C=C1C1=C(C=3C(=CN=C(C3)C3CCN(CC3)CC(=O)N)N1)C(C)C)N=CN2)C